[5-(3-chlorophenyl)-3-hydroxy-2-pyridinecarboxamide] methyl-acetate COC(C)=O.ClC=1C=C(C=CC1)C=1C=C(C(=NC1)C(=O)N)O